N-(4-((3-chloro-4-fluorophenyl)amino)-7-(3-(4-(7-(2-(2,6-dioxopiperidin-3-yl)-1-oxoisoindolin-4-yl)hept-6-yn-1-yl)piperazin-1-yl)propoxy)quinazolin-6-yl)acrylamide ClC=1C=C(C=CC1F)NC1=NC=NC2=CC(=C(C=C12)NC(C=C)=O)OCCCN1CCN(CC1)CCCCCC#CC1=C2CN(C(C2=CC=C1)=O)C1C(NC(CC1)=O)=O